1,2,4-oxadiazole-3-carboxamide hydrochloride Cl.O1N=C(N=C1)C(=O)N